FC(N1N=C(N=C1C)I)F 1-(difluoromethyl)-3-iodo-5-methyl-1H-1,2,4-triazole